CC1=C(N=NN1)C dimethyl-1,2,3-triazole